N-(5-((6-ethyl-3,6-diazabicyclo[3.2.0]heptan-3-yl)methyl)pyridin-2-yl)-5-fluoro-4-(5-fluoro-2,3-dihydrospiro[benzo[d]pyrrolo[1,2-a]imidazole-1,1'-cyclopropan]-7-yl)pyrimidin-2-amine C(C)N1C2CN(CC2C1)CC=1C=CC(=NC1)NC1=NC=C(C(=N1)C1=CC2=C(N=C3N2C2(CC2)CC3)C(=C1)F)F